(R)-2-((3S,4S)-4-(((6-(ethyl(4-(trifluoromethyl)benzyl)amino)-5-fluoropyrimidin-4-yl)amino)methyl)-3,4-dihydroxypiperidin-1-yl)-2-(pyridin-4-yl)acetamide C(C)N(C1=C(C(=NC=N1)NC[C@@]1([C@H](CN(CC1)[C@@H](C(=O)N)C1=CC=NC=C1)O)O)F)CC1=CC=C(C=C1)C(F)(F)F